NC=1C=C(/C=C/C(=O)O)C=CC1 (E)-3-aminocinnamic acid